4-((7-((1R,5S,6s)-3-azabicyclo[3.1.0]hexane-6-ylethynyl)-6-nitroquinazolin-4-yl)amino)-2-chlorophenol [C@@H]12CNC[C@H]2C1C#CC1=C(C=C2C(=NC=NC2=C1)NC1=CC(=C(C=C1)O)Cl)[N+](=O)[O-]